(3-(6-aminopyridin-2-yl)-4-fluorophenyl)-2,2-dimethylpropionic acid tert-butyl ester C(C)(C)(C)OC(C(CC1=CC(=C(C=C1)F)C1=NC(=CC=C1)N)(C)C)=O